Cl.COC1=CC=C(OC(CC)(C=2SC=CC2)N(C)C)C=C1 (4-Methoxyphenoxy)-1-(thiophen-2-yl)-N,N-dimethylpropylamine hydrochloride